BrC1=C(C=CC(=C1)Cl)/C=C/C(=O)OCC ethyl (E)-3-(2-bromo-4-chlorophenyl)acrylate